3,4-dihydroxy-styrene OC=1C=C(C=C)C=CC1O